4-(4'-(2-(2,6-diphenylpyrimidin-4-yl)phenyl)spiro[cyclohexane-1,9'-fluoren]-7'-yl)benzonitrile C1(=CC=CC=C1)C1=NC(=CC(=N1)C1=C(C=CC=C1)C1=CC=CC=2C3(C4=CC(=CC=C4C12)C1=CC=C(C#N)C=C1)CCCCC3)C3=CC=CC=C3